5-Heptadecylresorcin C(CCCCCCCCCCCCCCCC)C=1C=C(C=C(O)C1)O